NCCOCCOCCOCCOCCC(=O)NCCCC[C@@H](C(=O)O)NC(=O)OCC1C2=CC=CC=C2C=2C=CC=CC12 (2S)-6-(1-amino-3,6,9,12-tetraoxapentadecan-15-amido)-2-({[(9H-fluoren-9-yl)methoxy]carbonyl}amino)hexanoic acid